2-[2-[4-(8-chloro-4-oxo-thiochromen-2-yl)phenoxy]ethoxy]acetic acid ClC=1C=CC=C2C(C=C(SC12)C1=CC=C(OCCOCC(=O)O)C=C1)=O